(3S)-3-(1'-((1H-indazol-6-yl)methyl)-3',3'-difluoro-6-oxo-6,8-dihydro-2H,7H-spiro[furo[2,3-e]isoindole-3,4'-piperidin]-7-yl)piperidine-2,6-dione N1N=CC2=CC=C(C=C12)CN1CC(C2(CC1)COC1=C3CN(C(C3=CC=C12)=O)[C@@H]1C(NC(CC1)=O)=O)(F)F